FC(CCC(\C(\C(=O)OCC)=N/O)=O)(F)F ethyl (2E)-6,6,6-trifluoro-2-(hydroxyimino)-3-oxohexanoate